N-(3-chloro-5-fluoro-4-iodopyridin-2-yl)-N-((2-(trimethylsilyl)-ethoxy)methyl)propane-1-sulfonamide ClC=1C(=NC=C(C1I)F)N(S(=O)(=O)CCC)COCC[Si](C)(C)C